BrC1=CC(=C(C=C1F)CC(=O)OCC)CCOC1=C(C=CC(=C1)C#N)COC1=NC(=CC=C1)Br Ethyl 2-[4-bromo-2-[2-[2-[(6-bromo-2-pyridyl)oxymethyl]-5-cyano-phenoxy]ethyl]-5-fluoro-phenyl]acetate